O1C(=NC2=C1C=CC=C2)C=2SC(=CC2)C=2OC1=C(N2)C=CC=C1 2,5-bis(2-benzoxazolyl)thiophene